Cl.S1C=CC2=C1C=CC(=C2)C2=NN1C(CNCC1)=C2C2=CC=NC=C2 2-(1-benzothiophen-5-yl)-3-(pyridin-4-yl)-4,5,6,7-tetrahydropyrazolo[1,5-a]pyrazine hydrogen chloride